C(CCCCCC)C[SiH](Cl)Cl 1-heptyl-methyl-dichlorosilane